Cl.NCC=1C(=C(C=CC1)B(O)O)F 3-(aminomethyl)-2-fluorophenylboronic acid hydrochloride